1-(3-(2,3'-dichloro-6,6'-difluoro-2'-hydroxy-[1,1'-biphenyl]-4-yl)-2-(2-isopropylphenyl)-5,6-dihydroimidazo[1,2-a]pyrazin-7(8H)-yl)prop-2-en-1-one ClC1=C(C(=CC(=C1)C1=C(N=C2N1CCN(C2)C(C=C)=O)C2=C(C=CC=C2)C(C)C)F)C2=C(C(=CC=C2F)Cl)O